C(C#CC)(=O)N[C@H]1C[C@H](CCC1)C1=C2C(=C(NC2=C(C(=C1F)F)C(=O)N)C)C#N cis-4-(3-(but-2-ynamido)cyclohexyl)-3-cyano-5,6-difluoro-2-methyl-1H-indole-7-carboxamide